(4-hydroxy-7-morpholin-4-yl-thiazolo[4,5-c]pyridin-2-yl)-amid OC1=NC=C(C2=C1N=C(S2)[NH-])N2CCOCC2